CC1(CCN(CC1)C=1OC2=C(C=C(C=C2C(C1C)=O)C)[C@@H](C)NC1=CC=CC=2C=NOB(C21)O)C 2-(4,4-dimethyl-1-piperidyl)-8-[(1R)-1-[(1-hydroxy-2,3,1-benzoxazaborinin-8-yl)amino]ethyl]-3,6-dimethyl-chromen-4-one